copper (II) hydrazinecarboxylate salt N(N)C(=O)[O-].[Cu+2].N(N)C(=O)[O-]